NC1=CC=CC(=N1)S(=O)(=O)NC(=O)C=1C(=NC(=CC1)OC(C)C)OC1=C(C=C(C=C1C)C)C N-[(6-Amino-2-pyridyl)sulfonyl]-6-isopropoxy-2-(2,4,6-trimethylphenoxy)pyridin-3-carboxamid